2-(6-(((1S,3S)-3-((5-(1-hydroxycyclopentyl)-1,2,4-oxadiazol-3-yl)amino)cyclopentyl)amino)pyridin-3-yl)pyridazin-3(2H)-one OC1(CCCC1)C1=NC(=NO1)N[C@@H]1C[C@H](CC1)NC1=CC=C(C=N1)N1N=CC=CC1=O